neopentyl ((((2R,5R)-2-ethynyl-5-(5-methyl-2,4-dioxo-3,4-dihydropyrimidin-1(2H)-yl)-2,5-dihydrofuran-2-yl)methoxy)(naphthalen-1-yloxy) phosphoryl)-L-alaninate C(#C)[C@@]1(O[C@H](C=C1)N1C(NC(C(=C1)C)=O)=O)COP(=O)(OC1=CC=CC2=CC=CC=C12)N[C@@H](C)C(=O)OCC(C)(C)C